tert-butyl ((3S,6S)-6-(((tert-butyldimethylsilyl)oxy)methyl)-4-oxotetrahydro-2H-pyran-3-yl)carbamate [Si](C)(C)(C(C)(C)C)OC[C@@H]1CC([C@H](CO1)NC(OC(C)(C)C)=O)=O